C(C)NC1=NN=NN1CCC[Si](OCC)(OCC)OCC 5-ethylamino-1-[3-(triethoxysilyl)propyl]-1H-tetrazole